[Al+3].C1(=CC=CC=C1)C1=C(C=CC=C1)[O-].C(#N)CCN(C1=CC(=CC=C1)C)C=CC.C1(=CC=CC=C1)C1=C(C=CC=C1)[O-].C1(=CC=CC=C1)C1=C(C=CC=C1)[O-] N-cyanoethyl-N-propenyl-m-toluidine phenylphenolate aluminum